C1N(CC12CCC2)CC2=C(C(=NC=C2)C=2C=C1CN(C(C1=CC2)=O)C2C(NC(CC2)=O)=O)C 3-(5-(4-((2-azaspiro[3.3]heptan-2-yl)methyl)-3-methylpyridin-2-yl)-1-oxoisoindolin-2-yl)piperidine-2,6-dione